COC(=O)C1=CC=C(C=C1)C1N(CCC(C1)=O)C(=O)OCC1=CC=CC=C1 benzyl 2-(4-(methoxycarbonyl)phenyl)-4-oxopiperidine-1-carboxylate